hydroxysulfonyl-hydrazine OS(=O)(=O)NN